C(C)OC(=O)NC(C1=CC=CC=C1)OC(C1=CC=CC(=C1)Cl)=O (((ethoxycarbonyl)amino)(phenyl)methyl)-5-chlorobenzoate